COC1=C(C=C2C=CC(=NC2=C1)C)C=1C=C(C=CC1OC1=CC=C(C=C1)C(F)(F)F)S(=O)(=O)NC 3-(7-methoxy-2-methylquinolin-6-yl)-N-methyl-4-[4-(trifluoromethyl)phenoxy]benzene-1-sulfonamide